ClC1=CC(=NC(=N1)NC1CCC(CC1)(F)F)N1CCN(CC1)C(C)=O 1-(4-(6-chloro-2-((4,4-difluorocyclohexyl)amino)pyrimidin-4-yl)piperazin-1-yl)ethan-1-one